N-(4-(tert-butyl)benzyl)-1,1,1-trifluoromethanesulfinamide C(C)(C)(C)C1=CC=C(CNS(=O)C(F)(F)F)C=C1